C(C)(C)(C)C1N(CCC(C1)C1=CC=C(C=C1)O)C(=O)OC(C(O)CO)C(CC)=O propionyl-glycerol tert-butyl-4-(4-hydroxyphenyl)piperidine-1-carboxylate